C(C)(C)(C)OC(=O)N1CCC2(CC(C2=O)C2N3C(C4=CC=CC=C24)=CN=C3)CC1 2-(5H-imidazo[5,1-a]isoindol-5-yl)-1-oxo-7-azaspiro[3.5]nonane-7-carboxylic acid tert-butyl ester